C(C)(C)(C)C1=CC=C(C=C1)C=1C=2N(C3=CC=C(C=C3N1)S(=O)(=O)NC)C=CC2 4-(4-(tert-butyl)phenyl)-N-methylpyrrolo[1,2-a]quinoxaline-7-sulfonamide